1-(3,5-Dimethoxyphenyl)Dodecane COC=1C=C(C=C(C1)OC)CCCCCCCCCCCC